ClC=1N=C(N(C1)CC)CCl 4-Chloro-2-(chloromethyl)-1-ethylimidazole